3-(2-chloropyridin-4-yl)-4-methylbenzoic acid ClC1=NC=CC(=C1)C=1C=C(C(=O)O)C=CC1C